N[C@@H]1CN(CC1)C(=O)C=1SC(=CC1C)C1=CC=C(C=C1)C(C)N(C)C ((S)-3-aminopyrrolidin-1-yl)(5-(4-(1-(dimethylamino)ethyl)phenyl)-3-methylthiophen-2-yl)methanone